[1,1'-biphenyl]-4-ylphenylmethanone C1(=CC=C(C=C1)C(=O)C1=CC=CC=C1)C1=CC=CC=C1